(R)-2-Chloro-5-(9-(imidazo[1,2-a]pyridin-6-ylmethyl)-3-methyl-10-oxo-1,2,3,4,7,8,9,10-octahydropyrido[4',3':3,4]pyrazolo[1,5-a]pyrazine-2-carbonyl)benzonitrile ClC1=C(C#N)C=C(C=C1)C(=O)N1CC=2C(=NN3C2C(N(CC3)CC=3C=CC=2N(C3)C=CN2)=O)C[C@H]1C